C(CCC)OC1=CC=C(C=C1)NC1=CC=C(CNC(=O)C2CNC(C2)=O)C=C1 N-(4-((4-butoxyphenyl)amino)benzyl)-5-oxopyrrolidine-3-carboxamide